Trans-2-[4-(4-chlorophenyl)cyclohexyl]3-hydroxy-1,4-naphthalenedione ClC1=CC=C(C=C1)[C@@H]1CC[C@H](CC1)C=1C(C2=CC=CC=C2C(C1O)=O)=O